4,5-didodecyl-1,2-benzenediol C(CCCCCCCCCCC)C=1C=C(C(=CC1CCCCCCCCCCCC)O)O